2-[1-[(4-tert-butylphenyl)methyl]-5-oxopyrrolidin-2-yl]-N-[(1S)-1-cyclohexylethyl]acetamid C(C)(C)(C)C1=CC=C(C=C1)CN1C(CCC1=O)CC(=O)N[C@@H](C)C1CCCCC1